BrC1=CC=C(S1)C1C(C1)NC(OC(C)(C)C)=O tert-butyl (2-(5-bromothiophen-2-yl)cyclopropyl)carbamate